FC=1C=C(C=CC1)N1N=C(C=C(C1=O)C(=O)N[C@H](CO)C)C=1C=NC(=CC1)C(F)(F)F 2-(3-Fluorophenyl)-N-[(2S)-1-hydroxypropan-2-yl]-3-oxo-6-[6-(trifluoromethyl)pyridin-3-yl]-2,3-dihydropyridazin-4-carboxamid